C(CCCCCCC)(=O)[O-].[Mn+2].C(CCCCCCC)(=O)[O-] manganese (octanoate)